COC1=NC=C(C=N1)O[C@@H]1CN(CC1)C(=O)OCCCC butyl (S)-3-((2-methoxypyrimidin-5-yl)oxy)pyrrolidine-1-carboxylate